5,6-dimethylisobenzofuran CC1=CC2=COC=C2C=C1C